(R/S)-2-(3-(2-fluorophenyl)-3-(methoxy-d3)azetidin-1-yl)-4-((tetrahydro-2H-pyran-4-yl)amino)-6,7-dihydrothieno[3,2-d]pyrimidine 5-oxide FC1=C(C=CC=C1)C1(CN(C1)C=1N=C(C2=C(N1)CC[S@]2=O)NC2CCOCC2)OC([2H])([2H])[2H] |r|